2-(4-methoxyphenyl)ethane-1-sulfonyl fluoride COC1=CC=C(C=C1)CCS(=O)(=O)F